[Au].[Mg] magnesium-gold